titanium bis(triethanolamine) diisopropoxide CC([O-])C.CC([O-])C.N(CCO)(CCO)CCO.N(CCO)(CCO)CCO.[Ti+2]